(4,6-difluoro-1-oxo-5-(5,6,7,8-tetrahydro-1,8-naphthyridin-2-yl)isoindolin-2-yl)piperidine-2,6-dione FC1=C2CN(C(C2=CC(=C1C1=NC=2NCCCC2C=C1)F)=O)N1C(CCCC1=O)=O